ClC1=NC(=C2N=CN(C2=N1)C(F)F)N[C@@H]1CN(CC1)C(=O)OC(C)(C)C tert-butyl (S)-3-((2-chloro-9-(difluoromethyl)-9H-purin-6-yl)-amino)pyrrolidine-1-carboxylate